3-iodo-5-methoxy-1-toluenesulfonyl-1H-pyrrolo[3,2-b]pyridine IC1=CN(C=2C1=NC(=CC2)OC)S(=O)(=O)CC2=CC=CC=C2